N=1N=NC2=CNC=3C=CC=CC3C21 5H-triazolo[4,5-c]quinoline